1-octanesulfonate sodium salt [Na+].C(CCCCCCC)S(=O)(=O)[O-]